S1C=NC2=C1C=C(C=C2)N2C(NC13C(ON=C(C1=C2)Cl)CCNC=C3)=O 3-(benzo[d]thiazol-6-yl)-5-chloro-9,10-dihydro-3H-7-oxa-1,3,6,10-tetraazacyclohepta[d]naphthalene-2(8H)-one